C1(CCCCC1)C=1C=C2C=CC(=CC2=CC1)O 6-(cyclohexyl)-2-naphthol